C(#N)C=1C(=NC(=C(C(=O)O)C1)N1CCC(CCC1)(F)F)C 5-cyano-2-(4,4-difluoroazepan-1-yl)-6-methylnicotinic acid